4-[(1S,3R,4S,5R)-5-[[4-cyclopropyl-1-(2,6-dichlorophenyl)-1H-pyrazol-5-yl]methoxy]-3-ethyl-2-azabicyclo[2.2.1]heptan-2-yl]-2-fluorobenzoic acid C1(CC1)C=1C=NN(C1CO[C@H]1[C@@H]2[C@H](N([C@H](C1)C2)C2=CC(=C(C(=O)O)C=C2)F)CC)C2=C(C=CC=C2Cl)Cl